prop-2-enamide mono[(2RS)-2-hydroxypropanoate] O[C@@H](C(=O)O)C.C(C=C)(=O)N |r|